N(=C=S)C1=C2C=CN=CC2=CC=C1 5-Isothiocyanatoisoquinoline